COC(=O)C=1C=C2C=CC(=NC2=CC1)N1[C@H]2COC[C@@H]1CC2 2-((1R,5s)-3-oxa-8-azabicyclo[3.2.1]oct-8-yl)quinoline-6-carboxylic acid methyl ester